(R)-4-methyl-4,5,6,7-tetrahydrothiazolo[5,4-c]pyridin-2-amine C[C@H]1NCCC2=C1SC(=N2)N